[Cl-].C(C(C)C)C1=CC=C(/C=C/C2=C(C[NH2+]CC3=CC=C(C=C3)OC)C(=CC(=C2)OC)OC)C=C1 (E)-N-(2-(4-isobutylstyryl)-4,6-dimethoxybenzyl)-1-(4-methoxyphenyl)methylammonium chloride